ClC1=NC(=NC(=C1C)N1CCC(CC1)OC1=CC(=C(C=C1)C)Cl)CO (4-chloro-6-(4-(3-chloro-4-methylphenoxy)piperidin-1-yl)-5-methylpyrimidin-2-yl)methanol